COC12CCC(CC1)(CC2)C(=O)OC METHYL 4-METHOXYBICYCLO[2.2.2]OCTANE-1-CARBOXYLATE